(1s,4s)-4-((8-isopropyl-2-(methylthio)pyrazolo[1,5-a][1,3,5]triazin-4-yl)amino)cyclohexane-1-carboxylic acid C(C)(C)C=1C=NN2C1N=C(N=C2NC2CCC(CC2)C(=O)O)SC